(S)-7-(2-((2-ethyl-4-(4-(2-methoxyethyl)-2-methylpiperazin-1-yl)phenyl)amino)-5-(trifluoromethyl)pyrimidin-4-yl)-4-methyl-3,4-dihydrothieno[2,3-f][1,4]thiazepin-5(2H)-one 1,1-dioxide C(C)C1=C(C=CC(=C1)N1[C@H](CN(CC1)CCOC)C)NC1=NC=C(C(=N1)C1=CC2=C(C(N(CCS2(=O)=O)C)=O)S1)C(F)(F)F